FC1=C(C(=CC(=C1F)F)F)C1=C(C=C(C(=C1)[N+](=O)[O-])OC)F 2,2',3,4,6-pentafluoro-4'-methoxy-5'-nitro-1,1-biphenyl